C(#N)C=1C=C(C=NC1)C=1N=C2C(=C(C=NC2=CC1)C(=O)NCCC1CC1)NC(C)C 6-(5-cyanopyridin-3-yl)-N-(2-cyclopropylethyl)-4-(isopropylamino)-1,5-naphthyridine-3-carboxamide